(7-amino-2-azabicyclo[2.2.1]heptan-2-yl)(2-(1-(cyclopropylmethyl)-7-((2-(dimethylphosphoryl)phenyl)amino)-1H-indol-2-yl)-7-methoxy-1-methyl-1H-benzo[d]imidazol-5-yl)methanone NC1C2N(CC1CC2)C(=O)C2=CC1=C(N(C(=N1)C=1N(C3=C(C=CC=C3C1)NC1=C(C=CC=C1)P(=O)(C)C)CC1CC1)C)C(=C2)OC